OCCN1N=C(C=C1C(NC(CC)CC)=O)C=1C=C(C=CC1)C=1OC(=CN1)C(=O)N[C@@H](C(C)C)C(=O)OCC ethyl (2-(3-(1-(2-hydroxyethyl)-5-(pentan-3-ylcarbamoyl)-1H-pyrazol-3-yl)phenyl)oxazole-5-carbonyl)-L-valinate